2,3,5-triphenyltetrazolium C1=CC=C(C=C1)C2=NN([N+](=N2)C3=CC=CC=C3)C4=CC=CC=C4